bis(4-methylphenoxy)ethane CC1=CC=C(OC(C)OC2=CC=C(C=C2)C)C=C1